3-ethyl-3-(4-acryloyloxybutyloxymethyl)oxetane C(C)C1(COC1)COCCCCOC(C=C)=O